C(C)(C)(C)OC(NC1CC(C1)NC(=O)C1CC1)=O N-[3-(cyclopropanecarbonylamino)-cyclobutyl]-carbamic acid tert-butyl ester